NCCCN(CCCN)CCCCCCCCCCCCCCCC N,N-di(3-aminopropyl)hexadecylamine